NC1=NN2C(C=C(C=C2)C=2C=C(C(=NC2)C)C(=O)NCC2=CC(=CC=C2)OC(F)(F)F)=N1 5-{2-amino-[1,2,4]triazolo-[1,5-a]pyridin-7-yl}-2-methyl-N-{[3-(trifluoro-methoxy)phenyl]methyl}-pyridine-3-carboxamide